O=C1NC(CCC1N1C(C2=CC=C(C=C2C1=O)N1CC(C1)(F)CN1CCC(CC1)N1N=C2C=C(C(=CC2=C1)NC(=O)C=1C=NN2C1N=CC=C2)OC(C)C)=O)=O N-(2-(1-((1-(2-(2,6-dioxopiperidin-3-yl)-1,3-dioxoisoindolin-5-yl)-3-fluoroazetidin-3-yl)methyl)piperidin-4-yl)-6-isopropoxy-2H-indazol-5-yl)pyrazolo[1,5-a]pyrimidine-3-carboxamide